2-Cyclopentyl-4-methyl-hexan-2-ol C1(CCCC1)C(C)(CC(CC)C)O